4'-chloro-2-amino biphenyl-sulfate S(=O)(=O)(O)O.ClC1=CC=C(C=C1)C1=C(C=CC=C1)N